C(C)OC(N(C)CCN1N=C2N(C(=NC(=C2C2=CC(=NC(=C2)C)C)C2=CC=CC=C2)N)C1=O)=O N-[2-[5-amino-8-(2,6-dimethyl-4-pyridinyl)-3-oxo-7-phenyl-[1,2,4]triazolo[4,3-c]pyrimidin-2-yl]ethyl]-N-methyl-carbamic acid ethyl ester